C(C)(C)(C)OC(=O)N1C(CNCC1)C#CCC1=CC=C(C=C1)Br (3-(4-bromophenyl)propynyl)piperazine-1-carboxylic acid tert-butyl ester